2,4-dichloro-7-fluoroquinazoline ClC1=NC2=CC(=CC=C2C(=N1)Cl)F